2-amino-N'-(2-aminobenzoyl)benzoyl-hydrazine NC1=C(C(=O)NNC(C2=C(C=CC=C2)N)=O)C=CC=C1